(S)-(4-(2,2-difluoroethyl)oxazol-5-yl)(4-(7-fluorobenzo[d]oxazol-2-yl)-6,7-dihydro-1H-imidazo[4,5-c]pyridin-5(4H)-yl)methanone FC(CC=1N=COC1C(=O)N1[C@@H](C2=C(CC1)NC=N2)C=2OC1=C(N2)C=CC=C1F)F